4-(3-oxa-8-azabicyclo[3.2.1]octan-8-yl)-N-(1-cyanocyclopropyl)-9H-pyrimido[4,5-b]indole-7-sulfonamide C12COCC(CC1)N2C2=NC=NC=1NC3=CC(=CC=C3C12)S(=O)(=O)NC1(CC1)C#N